1-(5-(4-AMINO-1-ISOPROPYL-1H-PYRAZOLO[3,4-D]PYRIMIDIN-3-YL)-4-FLUOROINDOLIN-1-YL)-2-(3-(TRIFLUOROMETHYL)PHENYL)ETHAN-1-ONE NC1=C2C(=NC=N1)N(N=C2C=2C(=C1CCN(C1=CC2)C(CC2=CC(=CC=C2)C(F)(F)F)=O)F)C(C)C